Cl.OB1OCC2=C1C(=C(C=C2)N)OC 1-hydroxy-7-methoxy-3H-2,1-benzoxaborole-6-amine hydrochloride